COC=1C=C(C(=O)N2CCC3(C[C@@H]3C#CC3=C4CN(C(C4=CC=C3)=O)C3C(NC(CC3)=O)=O)CC2)C=CC1[N+](=O)[O-] 3-(4-{2-[(1S)-6-(3-methoxy-4-nitrobenzoyl)-6-azaspiro[2.5]octan-1-yl]ethynyl}-1-oxo-3H-isoindol-2-yl)piperidine-2,6-dione